ClC1=C(C(=O)NCC(C2=C(N=CS2)C(F)F)N2CCC(CC2)OC2=NC(=NS2)C2CC2)C(=CC=C1)F 2-Chloro-N-(2-{4-[(3-cyclopropyl-1,2,4-thiadiazol-5-yl)oxy]piperidin-1-yl}-2-[4-(difluoromethyl)-1,3-thiazol-5-yl]ethyl)-6-fluorobenzamide